N1(CCOCC1)C1CCN(CC1)C1=C2C3=NNC4=CC=C(OCCCNC(OCC(C=C1)=C2)=O)C=C34 4-(morpholin-4-yl)piperidin-1-yl-8,14-dioxa-10,19,20-triazatetracyclo[13.5.2.12,6.018,21]tricosa-1(20),2,4,6(23),15,17,21-heptaen-9-one